6-(3-(5-chloropyridin-3-yl)-1,2,4-thiadiazol-5-yl)-2-((3-(pyridin-3-yl)-1,2,4-oxadiazol-5-yl)methyl)pyridazin-3(2H)-one ClC=1C=C(C=NC1)C1=NSC(=N1)C=1C=CC(N(N1)CC1=NC(=NO1)C=1C=NC=CC1)=O